4-hydroxy-4-(5-(3-hydroxy-3-methylpyrrolidin-1-yl)pyridin-2-yl)cyclohexan-1-one OC1(CCC(CC1)=O)C1=NC=C(C=C1)N1CC(CC1)(C)O